(2S,3R,4S,5R)-2-[4-(benzylamino)-2-ethylquinazolin-7-yl]-5-(hydroxymethyl)oxolane-3,4-diol C(C1=CC=CC=C1)NC1=NC(=NC2=CC(=CC=C12)[C@@H]1O[C@@H]([C@H]([C@H]1O)O)CO)CC